N[C@H](CC(C)C)C(=O)OC methyl D-leucinate